N-(pyridine-2-yl)pivalamide N1=C(C=CC=C1)NC(C(C)(C)C)=O